5H-pyrimido[5,4-D][2]Benzazepine N1=CN=CC=2CN=CC3=C(C21)C=CC=C3